1,1,1,3,5,7,7,7-octamethyl-3,5-bis(trimethylsiloxy)tetrasiloxane C[Si](O[Si](O[Si](O[Si](C)(C)C)(O[Si](C)(C)C)C)(O[Si](C)(C)C)C)(C)C